6-(1-cyano-2,2-dimethylcyclopropyl)isoquinolin C(#N)C1(C(C1)(C)C)C=1C=C2C=CN=CC2=CC1